5-((2-((4-methoxybenzyl)oxy)ethoxy)methyl)-2,2,5-trimethyl-1,3-dioxane COC1=CC=C(COCCOCC2(COC(OC2)(C)C)C)C=C1